((2S,3R,6R)-3-(((5-Cyclopropylpyrimidin-2-yl)amino)methyl)-2,6-dimethylmorpholino)(4-(5-fluoropyridin-2-yl)-1,5-dimethyl-1H-pyrazol-3-yl)methanone C1(CC1)C=1C=NC(=NC1)NC[C@@H]1[C@@H](O[C@@H](CN1C(=O)C1=NN(C(=C1C1=NC=C(C=C1)F)C)C)C)C